ClC=1C=C(C=CC1)[C@@H]1[C@H](C1)C(=O)O |r| rac-(1S,2S)-2-(3-chlorophenyl)cyclopropanecarboxylic acid